COC1=CC=C(C2=C1NC(=N2)NC(=O)C2C1COCC21)C=2C=NN(C2)C N-[7-methoxy-4-(1-methyl-1H-pyrazol-4-yl)-1H-1,3-benzodiazol-2-yl]-3-oxabicyclo[3.1.0]hexane-6-carboxamide